2,4-bis(4-aminoanilino)-6-phenyl-1,3,5-triazine NC1=CC=C(NC2=NC(=NC(=N2)NC2=CC=C(C=C2)N)C2=CC=CC=C2)C=C1